C(C)OC(C[C@H](C=1C=NC(=NC1)C)N)=O |r| (±)-3-amino-3-(2-methylpyrimidin-5-yl)propionic acid ethyl ester